C(C)OC(CC(C)=O)=O 3-oxobutanoic acid ethyl ester